2-Amino-6-cyano-6-isopropyl-4,5,6,7-tetrahydrobenzo[b]thiophene-3-carboxamide NC1=C(C2=C(S1)CC(CC2)(C(C)C)C#N)C(=O)N